ClC1=CC=2C(OCC3=CC=C(C=C3C3=C(C=C(C(NS(C(=C1O)C2)(=O)=O)=C3)F)F)F)=O 13-chloro-4,19,21-trifluoro-14-hydroxy-16,16-dioxo-9-oxa-16λ6-thia-17-azatetracyclo[16.3.1.111,15.02,7]tricosa-1(21),2,4,6,11(23),12,14,18(22),19-nonaen-10-one